CN1C(=NN=C1C1=C(C=CC(=N1)OC)Cl)C1=C(C=CC(=N1)OC)Cl 6,6'-(4-methyl-4H-1,2,4-triazole-3,5-diyl)bis(5-chloro-2-methoxypyridine)